(1-isopropylsulfonylcyclopropyl)methanol C(C)(C)S(=O)(=O)C1(CC1)CO